FC1=C(C=CC(=C1)F)[C@@H]1N(CCC1)C1=NC=2N(C=C1)N=CC2 5-((R)-2-(2,4-difluorophenyl)pyrrolidin-1-yl)pyrazolo[1,5-a]pyrimidine